cyclohexyl-(piperazin-1-yl)methanone HCl Cl.C1(CCCCC1)C(=O)N1CCNCC1